C(C)C1N=C(OC1CC)C=C 4,5-diethyl-2-vinyl-2-oxazoline